S1C(=CC=C1)CC1=NC=CC=N1 (thiophen-2-ylmethyl)pyrimidin